(Z)-2-(acridin-2-yloxymethyl)-3-fluoro-prop-2-en-1-amine hydrochloride Cl.C1=C(C=CC2=NC3=CC=CC=C3C=C12)OC\C(\CN)=C/F